ethyl (S)-4-(5-((3,4-difluorobenzyl)carbamoyl)thiophen-2-yl)-2-(4-fluorophenethyl)-7-isopropyl-5-oxo-6,7-dihydro-5H-pyrrolo[3,4-b]pyridine-3-carboxylate FC=1C=C(CNC(=O)C2=CC=C(S2)C2=C3C(=NC(=C2C(=O)OCC)CCC2=CC=C(C=C2)F)[C@@H](NC3=O)C(C)C)C=CC1F